[N+](=O)([O-])C1=C(C=CC=C1)NC1CCN(CC1)C(CC=1C=C2C=CC=NC2=CC1)=O (4-((2-nitrophenyl)amino)piperidin-1-yl)-2-(quinolin-6-yl)ethanone